C1(CC1)NC(=O)C1(CC1)NS(=O)(=O)C1=C(C=CC(=C1)OC1=C(C=C(C=C1Cl)N1N=C(C(NC1=O)=O)C(F)F)Cl)O N-cyclopropyl-1-((5-(2,6-dichloro-4-(6-(difluoromethyl)-3,5-dioxo-4,5-dihydro-1,2,4-triazin-2(3H)-yl)phenoxy)-2-hydroxyphenyl)sulfonamido)cyclopropane-1-carboxamide